3-Methyl-2-[(2Z)-2-penten-1-yl]-2-cyclopenten-1-one CC1=C(C(CC1)=O)C\C=C/CC